FC1=C(C#N)C=CC(=C1)C1=NC(=NC2=CC=C(C=C12)C1=C(C=CC=C1)C)NCC1CNCC1 2-Fluoro-4-(2-((pyrrolidin-3-ylmethyl)amino)-6-(o-methylphenyl)quinazolin-4-yl)benzonitrile